7-(6-methoxyindolin-1-yl)-7-oxoheptanoic acid COC1=CC=C2CCN(C2=C1)C(CCCCCC(=O)O)=O